BrC1=CC=C(C=C1)N(C1=CC=C(C=C1)Br)C1=CC=C(C=C1)Br tris-(4-bromophenyl)amine